O=C1NC(CCC1NC(=O)C1=CC=CC(=N1)C#CCCC=1C(=NC=CC1)C(=O)N)=O (4-(6-((2,6-dioxopiperidin-3-yl)carbamoyl)pyridin-2-yl)but-3-yn-1-yl)picolinamide